C(C)(C)(C)OC(=O)N1CCC(CC1)C(=O)N1CCNCC1 4-(piperazine-1-carbonyl)piperidine-1-carboxylic acid tert-butyl ester